3'-chloro-N-(2,4-dimethoxybenzyl)-4-nitrobiphenyl-2-sulfonamide ClC=1C=C(C=CC1)C=1C(=CC(=CC1)[N+](=O)[O-])S(=O)(=O)NCC1=C(C=C(C=C1)OC)OC